Racemic-N-(4'-(1-((5-cyclopropyl-1H-pyrazol-3-yl)amino)-1-oxopropan-2-yl)-[1,1'-biphenyl]-4-yl)acrylamide C1(CC1)C1=CC(=NN1)NC([C@H](C)C1=CC=C(C=C1)C1=CC=C(C=C1)NC(C=C)=O)=O |r|